3-(4-(tert-butoxy)phenyl)propanoic acid C(C)(C)(C)OC1=CC=C(C=C1)CCC(=O)O